FC=1C(=CC(=C(C(=O)NC=2C(=NC=CC2C)OC)C1)O[C@@H](C)CCC)N1N=C(N(C1=O)C)C(C)(C)O 5-Fluoro-4-[3-(2-hydroxy-prop-2-yl)-4-methyl-5-oxo-4,5-dihydro-1H-1,2,4-triazol-1-yl]-N-(2-methoxy-4-methylpyridin-3-yl)-2-[(2S)-pent-2-yloxy]benzamide